[1-(dimethoxymethyl)cyclopropyl](trimethyl)silane ethyl-3-((tert-butyldimethylsilyl)oxy)-2-diazobut-3-enoate C(C)OC(C(C(=C)O[Si](C)(C)C(C)(C)C)=[N+]=[N-])=O.COC(C1(CC1)[Si](C)(C)C)OC